BrC1=CC=C(C=C1)/C=C/C(=O)O (E)-3-(4-bromophenyl)acrylic acid